BrC1=NN(C(=C1C#N)NC)[C@H]1C[C@@H](N(C1)C(=O)OC(C)(C)C)COC tert-butyl (2R,4S)-4-[3-bromo-4-cyano-5-(methylamino)pyrazol-1-yl]-2-(methoxymethyl)pyrrolidine-1-carboxylate